CC1=CSC=C1C1CCCCC1 3-methyl-4-cyclohexylthiophene